4-(6-methyl-1,2,3,4-tetrahydroquinolin-2-yl)benzenesulfonamide iso-propyl-oleate C(C)(C)OC(CCCCCCC\C=C/CCCCCCCC)=O.CC=1C=C2CCC(NC2=CC1)C1=CC=C(C=C1)S(=O)(=O)N